4-chloro-2-(2-ethylphenyl)-1H-pyrrolo[2,3-b]pyridine ClC1=C2C(=NC=C1)NC(=C2)C2=C(C=CC=C2)CC